(S,Z)-2-Chloro-3-(8-(2-(hydroxymethyl)-4-(methoxyimino)pyrrolidine-1-carbonyl)-2,3-dihydrobenzo[b][1,4]dioxin-5-yl)benzonitrile ClC1=C(C#N)C=CC=C1C1=CC=C(C=2OCCOC21)C(=O)N2[C@@H](C/C(/C2)=N/OC)CO